CC(CCC)N(C(CCl)=O)C1=CC=CC=C1 N-(2-pentyl)-N-phenyl-2-chloroacetamide